iron-manganese sulfide [S-2].[Mn+2].[Fe+2].[S-2]